Tert-butyl (12aR)-9-(2-chloro-6-hydroxyphenyl)-7-[2-(dimethylamino)ethoxy]-10-fluoro-3,4,12,12a-tetrahydro-6H-pyrazino[2,1-c][1,4]benzoxazepine-2(1H)-carboxylate ClC1=C(C(=CC=C1)O)C1=C(C2=C(CN3[C@@H](CO2)CN(CC3)C(=O)OC(C)(C)C)C(=C1)OCCN(C)C)F